CC1=NC=2C(=NC(=CC2)C=2C=CN3N=C(N=CC32)C3(CCC(CC3)N(C)C)N)N1C 1-(5-(2,3-dimethyl-3H-imidazo[4,5-b]pyridin-5-yl)pyrrolo[2,1-f][1,2,4]triazin-2-yl)-N4,N4-dimethylcyclohexane-1,4-diamine